C1(CCCCCC1)OC1=NC(=NC(=N1)N1N=CC=C1)NCCC(=O)OCC ethyl 3-((4-(cycloheptyloxy)-6-(1H-pyrazol-1-yl)-1,3,5-triazin-2-yl)amino)propanoate